C(C)(C)(C)OC(=O)NC1(CC(CC1)(F)F)C(=O)O ((tert-Butoxycarbonyl)amino)-3,3-difluorocyclopentane-1-carboxylic acid